Diethyl ((2-hydroxyphenyl)(naphthalen-2-yl)methyl)phosphonate OC1=C(C=CC=C1)C(C1=CC2=CC=CC=C2C=C1)P(OCC)(OCC)=O